ClC=1C=NN2C1C(=CC(=C2)OC)C=2C=CC(=NC2)N2CCC(CC2)(C)NC(OC(C)(C)C)=O tert-butyl (1-(5-(3-chloro-6-methoxypyrazolo[1,5-a]pyridin-4-yl)pyridin-2-yl)-4-methylpiperidin-4-yl)carbamate